FC1=CC(=CC2=C1CN(CCO2)C(=O)C2(CCOCC2)C)C2=NOC(=N2)C(F)(F)F 6-fluoro-4-[(4-methyloxan-4-yl)carbonyl]-8-[5-(trifluoromethyl)-1,2,4-oxadiazol-3-yl]-3,5-dihydro-2H-1,4-benzoxazepine